3-bromo-5-chloro-2-iodopyridine BrC=1C(=NC=C(C1)Cl)I